C(#N)C=1C=NC(=NC1)NC1CCC(CC1)OC1=C2C=C(C=NC2=CC(=N1)N1CCOCC1)NS(=O)(=O)C N-[5-[4-[(5-Cyanopyrimidin-2-yl)amino]cyclohexoxy]-7-morpholino-1,6-naphthyridin-3-yl]methanesulfonamide